[Br].N1C=NC=C1.N1C=NC=C1 bisimidazole bromine salt